6-cyclobutoxy-N-(1-((1s,2s)-2-fluorocyclopropyl)-2-oxo-1,2-dihydropyridin-3-yl)-2-(1-(methoxymethyl)-2-oxabicyclo[2.1.1]hex-4-yl)-2H-pyrazolo[3,4-b]pyridine-5-carboxamide C1(CCC1)OC=1C(=CC=2C(N1)=NN(C2)C21COC(C2)(C1)COC)C(=O)NC=1C(N(C=CC1)[C@@H]1[C@H](C1)F)=O